CC(=C=CCC(C)=O)CCC=C(CCCC(C)C)C 6,10,14-trimethylpentadec-4,5,9-trien-2-one